OCCCN(CCO)CCO Hydroxypropyl-Bis-Hydroxyethylamine